ISOQUINOLINESULFONYL CHLORIDE C1(=NC=CC2=CC=CC=C12)S(=O)(=O)Cl